imino-methyl-oxo-sulfane N=CS=O